6-decoxymethoxy-1,3-dimethylhexyllithium C(CCCCCCCCC)OCOCCCC(CC(C)[Li])C